(1R,2S,3R,5S)-3-[4-(methylamino)pyrrolo[2,3-d]pyrimidin-7-yl]-5-({2-[(2-phenylethyl)amino]ethanesulfonyl}methyl)cyclopentane-1,2-diol CNC=1C2=C(N=CN1)N(C=C2)[C@H]2[C@@H]([C@@H]([C@H](C2)CS(=O)(=O)CCNCCC2=CC=CC=C2)O)O